5-(2,2-difluorocyclopropyl)-2H-pyrazol-3-amine FC1(C(C1)C=1C=C(NN1)N)F